(isopropylamino)-3-((2-methylfuro[3,2-c]pyridin-4-yl)oxy)propan-2-ol C(C)(C)NCC(COC1=NC=CC2=C1C=C(O2)C)O